FC1=CC2=C(N=C(S2)NC=2C=C(C(=O)NC3CNCC3)C=CN2)C=C1 2-((6-fluorobenzo[d]thiazol-2-yl)amino)-N-(pyrrolidin-3-yl)isonicotinamide